4-((4-(4-chloro-3-(trifluoromethyl)phenoxy)benzyl)oxy)-6-methoxy-1-methylpyrimidin-2(1H)-one ClC1=C(C=C(OC2=CC=C(COC3=NC(N(C(=C3)OC)C)=O)C=C2)C=C1)C(F)(F)F